(2'-chloro-3-fluoro-[2,4'-bipyridyl]-3'-yl)carbamic acid tert-butyl ester C(C)(C)(C)OC(NC=1C(=NC=CC1C1=NC=CC=C1F)Cl)=O